imidazo[1,2-b]pyridazine-3-sulfonamide N=1C=C(N2N=CC=CC21)S(=O)(=O)N